4-chloro-1-hydroxy-2,3-dihydro-1H-indene-2-carboxylic acid methyl ester COC(=O)C1C(C2=CC=CC(=C2C1)Cl)O